CN1CCC(CC1)CNC(OCCC=1C(OC2=CC(=CC=C2C1C)N(CC)CC)=O)=O 2-(7-(diethylamino)-4-methyl-2-oxo-2H-chromen-3-yl)ethyl ((1-methylpiperidin-4-yl)methyl)carbamate